(2R,4R,5R)-4-((tert-Butyldimethylsilyl)oxy)-2-(2-(chloromethyl)-allyl)-5-methylpyrrolidine-1,2-dicarboxylic acid 1-(tert-butyl) 2-methyl ester COC(=O)[C@@]1(N([C@@H]([C@@H](C1)O[Si](C)(C)C(C)(C)C)C)C(=O)OC(C)(C)C)CC(=C)CCl